CC1(C(C1)C(C)CC=C(C)C)CO (1-methyl-2-(5-methylhexan-4-en-2-yl)cyclopropyl)-methanol